6-((3-fluoro-3-methylazetidin-1-yl)methyl)-2-(3-(3-((4-methyl-4H-1,2,4-triazol-3-yl)methyl)oxetan-3-yl)phenyl)-4-(trifluoromethyl)isoindolin-1-one FC1(CN(C1)CC1=CC(=C2CN(C(C2=C1)=O)C1=CC(=CC=C1)C1(COC1)CC1=NN=CN1C)C(F)(F)F)C